3-((3-(2-aminoethyl)phenyl)amino)-6-ethyl-5-methylpyrazine-2-carboxamide NCCC=1C=C(C=CC1)NC=1C(=NC(=C(N1)C)CC)C(=O)N